(5S)-1'-[7-(2,3-difluorophenyl)-6-methyl-pyrazolo[1,5-a]pyrazin-4-yl]spiro[5,7-dihydro-cyclopenta[b]pyridin-6,4'-piperidin]-5-amine FC1=C(C=CC=C1F)C1=C(N=C(C=2N1N=CC2)N2CCC1(CC2)[C@@H](C=2C(=NC=CC2)C1)N)C